CN(C1CCC(CC1)NC=1N=CC2=C(N(CC(N(C2)C2=CC(=C(C=C2)NS(=O)(=O)CC2=CC=C(C=C2)F)F)=O)C(C)C)N1)C N-(4-(2-(((1r,4r)-4-(dimethylamino)cyclohexyl)amino)-9-isopropyl-7-oxo-5,7,8,9-tetrahydro-6H-pyrimido[4,5-e][1,4]diazepin-6-yl)-2-fluorophenyl)-1-(4-fluorophenyl)methanesulfonamide